FC1=C2CCC(C2=C(C=C1)F)NC(=O)[C@H]1N(C[C@@H](C1)F)C(CN1N=C(C2=CC(=CC=C12)C1=CN=NC=C1)C(=O)N)=O 1-(2-((2S,4R)-2-(4,7-difluoro-2,3-dihydro-1H-inden-1-ylcarbamoyl)-4-fluoropyrrolidin-1-yl)-2-oxoethyl)-5-(pyridazin-4-yl)-1H-indazole-3-carboxamide